tert-butyl (S)-((4-((2-(1-(azetidin-1-yl)ethyl)-6-fluorobenzyl)amino)-2,6-difluorophenyl)sulfonyl)(thiazol-4-yl)carbamate N1(CCC1)[C@@H](C)C1=C(CNC2=CC(=C(C(=C2)F)S(=O)(=O)N(C(OC(C)(C)C)=O)C=2N=CSC2)F)C(=CC=C1)F